CC(C)(C=C(CC(C)(C1=CC=C(C=C1)O)C)C1=CC=C(C=C1)O)C1=CC=C(C=C1)O 2,6-dimethyl-2,4,6-tri(4-hydroxyphenyl)heptene